OC1(CCN(CC1)C(=O)[C@H]1[C@@H](CN(CC1)C(=O)C1=C(N=C(S1)C=1C=NC(=CC1)C)C)C1=CC=CC=C1)CN1C=NC2=C(C1=O)NC=C2C2=CC=CC=C2 3-[[4-hydroxy-1-[(3R,4R)-1-[4-methyl-2-(6-methyl-3-pyridyl)thiazole-5-carbonyl]-3-phenyl-piperidine-4-carbonyl]-4-piperidinyl]methyl]-7-phenyl-5H-pyrrolo[3,2-d]pyrimidin-4-one